CN1C(=NC(=C1)C(F)(F)F)C1=CC=C(C=C1)B1OC(C(O1)(C)C)(C)C 1-methyl-2-(4-(4,4,5,5-tetramethyl-1,3,2-dioxaborolan-2-yl)phenyl)-4-(trifluoromethyl)-1H-imidazole